NC=1SC[C@H]2[C@@](N1)(CNC2)C2=C(C=CC(=C2)\C=C(\C2=NC=C(N=C2)OCC#C)/F)F (4aR,7aS)-2-Amino-7a-(2-fluoro-5-((Z)-2-fluoro-2-(5-(prop-2-yn-1-yloxy)pyrazin-2-yl)vinyl)phenyl)-4a,5,7,7a-tetrahydropyrrolo[3,4-d][1,3]thiazin